2-[(2S,5R)-2,5-Dimethylpyrrolidin-1-yl]-6-(3-fluoro-5-isobutoxyphenyl)-N-(1H-pyrazol-5-ylsulfonyl)pyridin-3-carboxamid C[C@@H]1N([C@@H](CC1)C)C1=NC(=CC=C1C(=O)NS(=O)(=O)C1=CC=NN1)C1=CC(=CC(=C1)OCC(C)C)F